(4-amino-7-fluoroimidazo[1,5-a]quinoxalin-8-yl)((2S,5R)-5-fluoro-2-(5-(trifluoromethyl)pyridin-2-yl)piperidin-1-yl)methanone NC=1C=2N(C3=CC(=C(C=C3N1)F)C(=O)N1[C@@H](CC[C@H](C1)F)C1=NC=C(C=C1)C(F)(F)F)C=NC2